C12(CC1)C1CCC(C2)C1 spiro[bicyclo[2.2.1]heptane-2,1'-cyclopropane]